3-{1-hydroxy-2-[3-{[(6-methanesulfonylpyridin-3-yl)oxy]methyl}-4-methylpyrrolidin-1-yl]ethyl}benzonitrile OC(CN1CC(C(C1)C)COC=1C=NC(=CC1)S(=O)(=O)C)C=1C=C(C#N)C=CC1